(6R)-6-{[2-(5-bromo-2-furyl)[1,2,4]triazolo[1,5-c]quinazolin-5-yl]amino}-5-oxo-1,4-diazepan-1-carboxylic acid benzyl ester C(C1=CC=CC=C1)OC(=O)N1CCNC([C@@H](C1)NC1=NC=2C=CC=CC2C=2N1N=C(N2)C=2OC(=CC2)Br)=O